[N+](=O)([O-])C1=CC=C(C=C1)SC1=C2C(=NC=C1)N(C=C2)COCC[Si](C)(C)C 4-[(4-nitrophenyl)sulfanyl]-1-{[2-(trimethylsilyl)ethoxy]methyl}-1H-pyrrolo[2,3-b]pyridine